ClC1=C(C=CC=C1)[C@@H]1NCCC1 (R)-2-(2-chlorophenyl)pyrrolidine